4-Chlorofuran ClC=1C=COC1